(2s,4s)-2-(4-(4-(methylthio)phenyl)piperidine-1-carbonyl)-7-oxa-5-azaspiro[3.4]Octane-6-one CSC1=CC=C(C=C1)C1CCN(CC1)C(=O)C1CC2(C1)NC(OC2)=O